C(C)(C)(C)OC(=O)N1CC(CCC1)C(NC1=NN(C2=CC=C(C=C12)C1=C(C=CC(=C1)Cl)Cl)C(C1=CC=CC=C1)(C1=CC=CC=C1)C1=CC=CC=C1)=O 3-{[5-(2,5-Dichlorophenyl)-1-trityl-1H-indazol-3-yl]carbamoyl}piperidine-1-carboxylic acid tert-butyl ester